C1(=CC=CC=2OC3=C(C21)C=CC=C3)C3=C(C2=CC1=CC=CC=C1C=C2C=C3)C3=C(C=CC=C3)C3=COC=2C3=CC=C3C2C=CC2=CC=CC=C23 (dibenzofuranyl)[(Naphthobenzofuranyl)phenyl]anthracene